C(C)OC(CC(C(F)F)=O)=O 3-oxo-4,4-difluorobutyric acid ethyl ester